C1[C@@H]2N(CCN1C=1C=CC=3N(C(C=C(N3)C=3C=CC=4N(N3)C=C(N4)C)=O)C1)CCC2 7-[(8aR)-3,4,6,7,8,8a-hexahydro-1H-pyrrolo[1,2-a]pyrazin-2-yl]-2-(2-methylimidazo[1,2-b]pyridazin-6-yl)pyrido[1,2-a]pyrimidin-4-one